NC1=NC=CC=C1C1=NC=2C(=NC(=CC2)C2=CC=CC=C2)N1C1=CC=C(C=C1)C1CN(C1)C[C@H]1CC([C@@H](CC1)C(=O)OC)(C)C cis-methyl (1R,4R)-4-[[3-[4-[2-(2-amino-3-pyridyl)-5-phenyl-imidazo[4,5-b]pyridin-3-yl]phenyl]azetidin-1-yl]methyl]-2,2-dimethyl-cyclohexanecarboxylate